O1N=C(C=C1)NC(C[N+]1(CCNCC1)CC(=O)NC1=C(SC=C1C)C(=O)OC)=O 1-(2-(isoxazol-3-ylamino)-2-oxoethyl)-1-(2-((2-(methoxycarbonyl)-4-methylthiophen-3-yl)amino)-2-oxoethyl)piperazin-1-ium